ClC1=C(C(=CC=C1)F)N1C=2N(C3=C(C1=O)C=NC(=N3)NC3=CC(=C(C=C3)N3CCC(CC3)N(C)C)Br)CCN2 6-(2-Chloro-6-fluorophenyl)-2-((3-bromo-4-(4-(dimethylamino)piperidin-1-yl)phenyl)amino)-8,9-dihydroimidazo[1,2-a]pyrimido[5,4-e]pyrimidin-5(6H)-one